1-(3-hydroxypyrazol-1-yl)ethanone OC1=NN(C=C1)C(C)=O